methyl-5,6-difluoro-1-indenone CC=1C(C2=CC(=C(C=C2C1)F)F)=O